CC(=O)O[C@H]1C[C@H](C([C@]2([C@]1([C@H]3CC4=C(C=CO4)C(=C)[C@@H]3CC2)C)O)(C)C)OC(=O)C The molecule is a tetracyclic diterpenoid isolated from the seed kernels of Caesalpinia crista that has been found to exhibit antimalarial activity. It has a role as a metabolite and an antimalarial. It is an acetate ester, a cyclic ether, a tertiary alcohol and a tetracyclic diterpenoid.